tritylamine C(C1=CC=CC=C1)(C1=CC=CC=C1)(C1=CC=CC=C1)N